tetrafluoro-1-propanol C(C(O)F)(C(F)F)F